C(=O)(O)[C@H](O)[C@@H](O)C(=O)O.ClC1=CC=C(C=C1)NC([C@H](C)C1CCC(CC1)C1=CC=NC2=CC=C(C=C12)F)=O (R)-N-(4-chlorophenyl)-2-((1S,4S)-4-(6-fluoroquinolin-4-yl)cyclohexyl)propanamide L-tartrate